difluoro-2-(1-hydroxycyclopentyl)acetamide FC(C(=O)N)(C1(CCCC1)O)F